ClC=1C(=CC(=NC1)NC1CCC(CC1)NC(COC1(CC1)C(=O)OC(C)(C)C)C)C1=NC(=CC=C1)NCC1(CCOCC1)C#N tert-butyl 1-(2-(((1r,4r)-4-((5'-chloro-6-(((4-cyanotetrahydro-2H-pyran-4-yl)methyl)amino)-[2,4'-bipyridin]-2'-yl)amino)cyclohexyl)amino)propoxy)cyclopropane-1-carboxylate